C(C)(=O)OC=1C=CC=C2NC=C(CCN(CCC)CCC)C12 4-acetoxy-dipropyltryptamine